ClC=1C(=NC(=NC1)N[C@@H]1CNCCC1)C1=CC(=CC=C1)C1=CC=CC=C1 5-chloro-4-(3-phenylphenyl)-N-[(3S)-3-piperidyl]pyrimidin-2-amine